(S)-2-(3-((3-(5-(1-Amino-1,3-dihydrospiro[indene-2,4'-piperidin]-1'-yl)-6-(hydroxyl-Methyl)pyrazin-2-yl)prop-2-yn-1-yl)oxy)phenyl)acetamide N[C@@H]1C2=CC=CC=C2CC12CCN(CC2)C=2N=CC(=NC2CO)C#CCOC=2C=C(C=CC2)CC(=O)N